tert-butyl (4-((2-hydroxy-2-methylpropyl)(methyl)amino)-2-((1S,2S)-2-(4-methylpyrimidin-2-yl)cyclopropyl)quinolin-7-yl)carbamate OC(CN(C1=CC(=NC2=CC(=CC=C12)NC(OC(C)(C)C)=O)[C@@H]1[C@H](C1)C1=NC=CC(=N1)C)C)(C)C